(2R,3R,4S,5R)-5-(6-amino-2-fluoropurin-9-yl)-2-ethenyl-4-fluoro-2-(hydroxymethyl)oxolan-3-ol NC1=C2N=CN(C2=NC(=N1)F)[C@H]1[C@H]([C@@H]([C@](O1)(CO)C=C)O)F